CC1=[N+](ON=C1)[O-] 3-methyl-1,2,5-oxadiazol 2-oxide